N1=CC(=CC=C1)CN1CC2=C(CC1)C(=CS2)C(=O)NC2=CC(=CC=C2)C(F)(F)F 6-(pyridin-3-ylmethyl)-N-(3-(trifluoromethyl)phenyl)-4,5,6,7-tetrahydrothieno[2,3-c]pyridine-3-carboxamide